heptan-1,7-diol C(CCCCCCO)O